4-(((ethoxycarbonyl)-D-valyl)oxy)butyric acid C(C)OC(=O)N[C@H](C(C)C)C(=O)OCCCC(=O)O